BrC1=C2CN(C(C2=CC(=C1)C=C)=O)C1=CC(=CC=C1)C1(COC1)CC1=NN=CN1C 4-bromo-2-(3-(3-((4-methyl-4H-1,2,4-triazol-3-yl)methyl)oxetan-3-yl)phenyl)-6-vinylisoindolin-1-one